ClC1=C2CCN(CC2=CC=C1)C1=CC(=C(C=C1)Cl)C(F)(F)F 5-Chloro-N-(4-chloro-3-(trifluoromethyl)phenyl)-3,4-dihydroisoquinoline